deoxyribose 5-{9-[(2R,4S,5R)-4-Hydroxy-5-(hydroxymethyl)tetrahydrofur-2-yl]-N-adenineyl}pentyl-(E)-3-pentenoate O[C@H]1C[C@@H](O[C@@H]1CO)N1C2=NC=NC(=C2N=C1)NCCCCCC(C(=O)O)\C=C\C.O=CC[C@H](O)[C@H](O)CO